C1(CCCC1)OC1=NC=CC=C1B1OC(C(O1)(C)C)(C)C 2-(cyclopentoxy)-3-(4,4,5,5-tetramethyl-1,3,2-dioxaborolan-2-yl)pyridine